(5-(azetidin-1-yl)-3-methylpyrazin-2-yl)methanol N1(CCC1)C=1N=C(C(=NC1)CO)C